O=C1NC(CC[C@@H]1C1=CC=C(C=C1)N1CCOC2(C1)CCN(CC2)CC(=O)O)=O |r| rac-(4-{4-[(3R)-2,6-dioxopiperidin-3-yl]phenyl}-1-oxa-4,9-diazaspiro[5.5]undecan-9-yl)acetic acid